C(C)N1C2=CC=CC=C2C=2C=C(C=CC12)NC(=O)C1=NC=CN=C1C(=O)NCCCN1CCOCC1 N2-(9-ethyl-9H-carbazol-3-yl)-N3-(3-morpholinopropyl)pyrazine-2,3-dicarboxamide